2-(1H-indol-3-yl)acetic acid methyl ester COC(CC1=CNC2=CC=CC=C12)=O